OC=1C=C(C=NC1)N1N=C(C=2CCCC(C12)=O)C(F)(F)F 1-(5-hydroxy-3-pyridyl)-3-(trifluoromethyl)-5,6-dihydro-4H-indazol-7-one